5-chloro-1,2,3,4-tetrahydroquinolin-2-one ClC1=C2CCC(NC2=CC=C1)=O